5-Fluoro-2-iodobenzo[b]thiophene-7-carbonitrile FC1=CC2=C(SC(=C2)I)C(=C1)C#N